FCCCNCCC1=CC(=C(C=C1)CN1C(=CC=2C=3C(=NNC3C=CC21)F)C2=C(C=CC=C2)C)F 3-Fluoro-N-(3-fluoro-4-((1-fluoro-7-(o-tolyl)pyrrolo[3,2-e]indazol-6(3H)-yl)methyl)phenethyl)propan-1-amine